dimethyl 4,4-dimethyl-5-oxo-1-(o-tolyl)-4,5-dihydro-1H-pyrrole-2,3-dicarboxylate CC1(C(=C(N(C1=O)C1=C(C=CC=C1)C)C(=O)OC)C(=O)OC)C